N[C@H]1C2N(CC1CC2)C(=O)C2=CC1=C(N(C(=N1)C=1N(C3=CC(=CC=C3C1)C=1C=C3C(=C(C=NC3=CC1)C(=O)OCC)O)CC1CC1)C)C(=C2)OC ethyl 6-(2-{5-[(7R)-7-amino-2-azabicyclo[2.2.1]heptane-2-carbonyl]-7-methoxy-1-methyl-1H-1,3-benzodiazol-2-yl}-1-(cyclopropylmethyl)-1H-indol-6-yl)-4-hydroxyquinoline-3-carboxylate